N'-(2,4-dichlorophenyl)-2-(4-(1-(2-(4-chlorophenyl)hydrazino)ethylidene)-3,5-dioxopyrrolidin-2-yl)acethydrazide ClC1=C(C=CC(=C1)Cl)NNC(CC1NC(C(C1=O)=C(C)NNC1=CC=C(C=C1)Cl)=O)=O